5-fluoro-3-oxo-1-(2-oxoethyl)isoindoline-1-carboxylate FC=1C=C2C(NC(C2=CC1)(C(=O)[O-])CC=O)=O